ClC=1C=C(C=CC1F)C(NC1=NC=C(C=C1F)C1CC1)C=1NC(=C(N1)S(=O)(=O)C)C N-((3-chloro-4-fluorophenyl)(5-methyl-4-(methylsulfonyl)-1H-imidazol-2-yl)methyl)-5-cyclopropyl-3-fluoropyridin-2-amine